C(C)C1=CC=C(C=C1)CC/C=C/C1=CC2C3(CCC(C3=C1)=O)O2 (E)-6-((E)-4-(4-ethylphenyl)but-1-en-1-yl)-2,3-dihydro-1H-inden-1-one oxide